((S)-1-(4-(1-(2-((tert-butyldimethylsilyl) oxy) ethyl)-4-((R)-2-methylbut-3-enoylamino)-1H-pyrazol-5-yl) pyridin-2-yl) but-3-en-1-yl) carbamate C(N)(O[C@@H](CC=C)C1=NC=CC(=C1)C1=C(C=NN1CCO[Si](C)(C)C(C)(C)C)NC([C@@H](C=C)C)=O)=O